4-(((2-amino-4,5,6,7-tetrahydrobenzo[d]thiazol-6-yl)(propyl)amino)methyl)piperidine NC=1SC2=C(N1)CCC(C2)N(CCC)CC2CCNCC2